S(=O)(=O)(ON1[C@@H]2CC[C@H](N(C1=O)C2)C(NC(=O)[C@H]2CN(CC2)C)=N)[O-].[Na+] sodium (2S,5R)-2-(N-((R)-1-methylpyrrolidine-3-carbonyl) carbamimidoyl)-7-oxo-1,6-diazabicyclo[3.2.1]octan-6-yl sulfate